2,8,8-trimethyl-7,8-dihydro-6H-cyclopenta[e]pyrazolo[1,5-a]pyrimidine-6-carboxylic acid CC1=NN2C(N=CC3=C2C(CC3C(=O)O)(C)C)=C1